C(C)(C)(C)OC(=O)N1C(OC[C@@H]1C(=O)O)(C)C (4R)-3-(tert-butoxycarbonyl)-2,2-dimethyl-1,3-oxazolidine-4-carboxylic acid